CC(C)NC(=O)O[C@H]1C[C@H](CC1)C=1NN=C(C1)NC=1C=C2C(NCC2=CC1)=O (1R,3S)-3-{5-[(3-oxo-2,3-dihydro-1H-isoindol-5-yl)amino]-2H-pyrazol-3-yl}cyclopentyl (prop-2-ylamino)methanoate